(1R,2R,3R)-N-(7-chloro-6-(1-((3S,4S)-4-hydroxy-3-methyltetrahydrofuran-3-yl)piperidin-4-yl)isoquinolin-3-yl)-2-methyl-6-oxaspiro[2.5]octane-1-carboxamide ClC1=C(C=C2C=C(N=CC2=C1)NC(=O)[C@@H]1[C@H](C12CCOCC2)C)C2CCN(CC2)[C@]2(COC[C@H]2O)C